N-(2-((4R,5S)-1-ethyl-7-oxa-1-azaspiro[4.4]nonan-4-yl)thieno[2,3-b]pyridin-4-yl)-6-fluorobenzo[d]thiazol-5-amine C(C)N1CC[C@H]([C@@]12COCC2)C2=CC=1C(=NC=CC1NC=1C(=CC3=C(N=CS3)C1)F)S2